ClC1=CC(=CN1)C(=O)N1C(CC1)C(=O)NC=1SC=C(N1)C1=NC(=CC=C1)N1C[C@@H](O[C@@H](C1)C)C 1-(5-Chloro-1H-pyrrole-3-carbonyl)-N-(4-(6-((2S,6R)-2,6-dimethylmorpholino)pyridin-2-yl)thiazol-2-yl)azetidine-2-carboxamide